(2S,3S,4R,5R)-5-(6-(benzylamino)-2-(5-cyanopyridin-3-yl)-9H-purin-9-yl)-3,4-dihydroxy-N-(methyl-d3)-tetrahydrofuran-2-carboxamide C(C1=CC=CC=C1)NC1=C2N=CN(C2=NC(=N1)C=1C=NC=C(C1)C#N)[C@H]1[C@@H]([C@@H]([C@H](O1)C(=O)NC([2H])([2H])[2H])O)O